C(C)(C)C1=NN(C(C2=C1N(C=N2)C)=O)CC(=O)N 2-(7-isopropyl-1-methyl-4-oxo-imidazo[4,5-d]pyridazin-5-yl)acetamide